3,5-dihydroxy-4-(isoindoline-2-carbonyl)benzonitrile OC=1C=C(C#N)C=C(C1C(=O)N1CC2=CC=CC=C2C1)O